2-tert-butylamino-3-(4-fluorophenyl)-1-naphthalonitrile C(C)(C)(C)NC1=C(C2=CC=CC=C2C=C1C1=CC=C(C=C1)F)C#N